C(=O)C1=CC=C(C(=O)NC2=C(C(=CC=C2)C2=C3C=CN(C3=CC=C2)C2=CC(=C(C(=C2)OC)C=O)OC)C)C=C1 4-formyl-N-(3-(1-(4-formyl-3,5-dimethoxyphenyl)-1H-indol-4-yl)-2-methylphenyl)benzamide